CNC=1N=NC(=CC1)C(C(F)(F)F)(F)F 3-Methylamino-6-pentafluoroethyl-Pyridazine